tert-butyl (2-(2-bromo-6-chloropyridin-4-yl)-2-hydroxyethyl)((S)-2-hydroxypropyl)carbamate BrC1=NC(=CC(=C1)C(CN(C(OC(C)(C)C)=O)C[C@H](C)O)O)Cl